[1-(2-fluoro-2-methylpropyl)-6-(trifluoromethyl)piperidin-3-yl]carbamic acid tert-butyl ester C(C)(C)(C)OC(NC1CN(C(CC1)C(F)(F)F)CC(C)(C)F)=O